crotyl terephthalate ethyl-benzoate C(C)OC(C1=CC=CC=C1)=O.C(C1=CC=C(C(=O)O)C=C1)(=O)OCC=CC